C(C)(C)(C)OC(N(C)CCOCCOCCOCCOCCOC=1C=C2C(N(C(C2=CC1)=O)C1C(NC(CC1)=O)=O)=O)=O (14-((2-(2,6-dioxopiperidin-3-yl)-1,3-dioxoisoindolin-5-yl)oxy)-3,6,9,12-tetraoxatetradecyl)(methyl)carbamic acid tert-butyl ester